(S)-6-((4-((2-hydroxy-1-phenylethyl)amino)-5-(3-(quinuclidin-4-yl)-1,2,4-oxadiazol-5-yl)pyrimidin-2-yl)amino)-2,3,4-trimethylisoquinolin-1(2H)-one OC[C@H](C1=CC=CC=C1)NC1=NC(=NC=C1C1=NC(=NO1)C12CCN(CC1)CC2)NC=2C=C1C(=C(N(C(C1=CC2)=O)C)C)C